1-(2',4'-dinitrophenyl)-3-carbamyl-pyridine chloride [Cl-].[N+](=O)([O-])C1=C(C=CC(=C1)[N+](=O)[O-])N1CC(=CC=C1)C(N)=O